(6-Chloropyridin-3-yl)-2,2-dimethylmorpholin-3-one ClC1=CC=C(C=N1)N1C(C(OCC1)(C)C)=O